2-(3-nitro-4-thiomorpholinophenylamino)-4-(1-methylindol-3-yl)pyrazolo[1,5-a][1,3,5]Triazine [N+](=O)([O-])C=1C=C(C=CC1N1CCSCC1)NC1=NC=2N(C(=N1)C1=CN(C3=CC=CC=C13)C)N=CC2